(S)-2-(5-isopropoxy-2-methoxyphenyl)-2-((R)-3-((5-(5,6,7,8-tetrahydro-1,8-naphthyridin-2-yl)pentyl)oxy)pyrrolidin-1-yl)acetic acid C(C)(C)OC=1C=CC(=C(C1)[C@@H](C(=O)O)N1C[C@@H](CC1)OCCCCCC1=NC=2NCCCC2C=C1)OC